2-((3,5-dicyano-4-cyclopropyl-6-(3-hydroxypyrrolidin-1-yl)pyridin-2-yl)thio)-2-phenylacetamide C(#N)C=1C(=NC(=C(C1C1CC1)C#N)N1CC(CC1)O)SC(C(=O)N)C1=CC=CC=C1